FC(C(=O)O)(F)F.C=1(C=2N(C=CN1)C=CC2)N2C[C@H](CC2)N (3S)-1-pyrrolo[1,2-a]pyrazin-1-ylpyrrolidin-3-amine trifluoroacetate